N,N-dimethyl-3-mercaptopropylamine CN(C)CCCS